Cl.Cl.ClC1=CC=C(C=C1)[C@@H](C1=CC=CC=C1)N1CCN(CC1)CCOCC(=O)O |r| (+-)-2-[2-[4-[(4-chlorophenyl)benzyl]-1-piperazinyl]ethoxy]acetic acid dihydrochloride